(2,4-bis(2,2-difluoroethoxy)pyrimidin-5-yl)boronic acid FC(COC1=NC=C(C(=N1)OCC(F)F)B(O)O)F